BrC1=C2CCCC(C2=CC(=C1)F)N1N=CC=C1 1-(5-bromo-7-fluoro-1,2,3,4-tetrahydronaphthalen-1-yl)-1H-pyrazole